(S)-4-(benzyloxy)-7-(3-(benzyloxy)naphthalen-1-yl)-8-fluoro-2-((1-methylpyrrolidin-2-yl)methoxy)pyrido[4,3-d]pyrimidine C(C1=CC=CC=C1)OC=1C2=C(N=C(N1)OC[C@H]1N(CCC1)C)C(=C(N=C2)C2=CC(=CC1=CC=CC=C21)OCC2=CC=CC=C2)F